5-chloroindane ClC=1C=C2CCCC2=CC1